FC1=CC2=C(NC(CO2)=O)C=C1Br 7-fluoro-6-bromo-2H-1,4-benzoxazine-3(4H)-one